tert-Butyl (2S,3S)-3-(3-((2,4-dichlorophenoxy)methyl)phenoxy)-2-methylazetidine-1-carboxylate ClC1=C(OCC=2C=C(O[C@@H]3[C@@H](N(C3)C(=O)OC(C)(C)C)C)C=CC2)C=CC(=C1)Cl